[PH2](OCCCCC)=O monopentyl phosphinate